2-Chloro-5-((4-(2-(4-chlorophenyl)imidazo[1,2-a]pyridin-3-yl)-1H-1,2,3-triazol-1-yl)methyl)benzaldehyd ClC1=C(C=O)C=C(C=C1)CN1N=NC(=C1)C1=C(N=C2N1C=CC=C2)C2=CC=C(C=C2)Cl